N-((3R,4S)-1-((4-((2,2-Difluoroethyl)amino)butyl)sulfonyl)-3-methylpiperidin-4-yl)-8-isopropoxy-7-(1H-pyrazol-4-yl)-[1,2,4]triazolo[1,5-c]pyrimidin-2-amine FC(CNCCCCS(=O)(=O)N1C[C@H]([C@H](CC1)NC1=NN2C=NC(=C(C2=N1)OC(C)C)C=1C=NNC1)C)F